C(C)(C)OC1=NC=2N(C=C1C(=O)NC=1C(N(C=CC1)C1C(C1)OC)=O)C=C(N2)[C@]21CO[C@@](C2)(C1)C Trans-7-isopropoxy-N-(1-(2-methoxycyclopropyl)-2-oxo-1,2-dihydropyridin-3-yl)-2-(1-methyl-2-oxabicyclo[2.1.1]hexan-4-yl)imidazo[1,2-a]pyrimidine-6-carboxamide